COC(=O)C=1C=CC2=C(N(C(=N2)CN2C(C=C(C(=C2)F)Br)=O)C[C@H]2OCC2)C1 (S)-2-((4-bromo-5-fluoro-2-oxopyridin-1(2H)-yl)methyl)-1-(oxetan-2-ylmethyl)-1H-benzo[d]imidazole-6-carboxylic acid methyl ester